ethyl-cyanamide C(C)NC#N